FC(S(=O)(=O)OCC1(O[C@H]([C@H]([C@@H]1OC(C1=CC=CC=C1)(C1=CC=CC=C1)C1=CC=C(C=C1)OC)F)N1C(NC(C(=C1)F)=O)=O)COS(=O)(=O)C(F)(F)F)(F)F [(3R,4S,5R)-4-fluoro-5-(5-fluoro-2,4-dioxo-3H-pyrimidin-1-yl)-3-[(4-methoxyphenyl) diphenylmethoxy]-2-[(trifluoromethanesulfonyloxy)methyl]oxolan-2-yl]methyl trifluoromethanesulfonate